C(CC)NC(OC1CC(C1)C1=CC(=NN1)N)=O (1s,3s)-3-(3-amino-1H-pyrazol-5-yl)cyclobutyl propylcarbamate